2-fluoropyrazolo[1,5-a]pyridine-5-carbaldehyde FC1=NN2C(C=C(C=C2)C=O)=C1